OC1OCC1C=1C(=NC=CC1)C1(NC=C2C(=N1)NNC2=O)SC 6-(3-(hydroxyoxetan-3-yl)pyridin-2-yl)-6-(methylthio)-1,2-dihydro-3H-pyrazolo[3,4-d]Pyrimidine-3-one